1-[8-[1-[[4-(5-aminoindazol-2-yl)cyclohexyl]methyl]-4-piperidyl]imidazo[1,2-a]pyridine-3-yl]hexahydropyrimidine-2,4-dione NC1=CC2=CN(N=C2C=C1)C1CCC(CC1)CN1CCC(CC1)C=1C=2N(C=CC1)C(=CN2)N2C(NC(CC2)=O)=O